C(C(C)C)N(C(=O)OCC1=C(C=NN1C)C1=NC=C(C(=N1)C)OC1CCCCC1)C (1S,3S)-3-((2-(5-(((Isobutyl(methyl)carbamoyl)oxy)methyl)-1-methyl-1H-pyrazol-4-yl)-4-methylpyrimidin-5-yl)oxy)cyclohexan